8-carbonyl-2,2,14,14-tetramethyl-pentadecanedioic acid C(=O)=C(CCCCCC(C(=O)O)(C)C)CCCCCC(C(=O)O)(C)C